(3Z,6Z-9R,10S)-9,10-epoxy-octadecadiene C=C\C=C/CCCC[C@@H]1[C@H](CCCCCCCC)O1